tert-butyl N-[3-(6-chloro-1-[[2-(trimethylsilyl)ethoxy]methyl]pyrrolo[2,3-b]pyridin-3-yl)pyridin-2-yl]-N-methylcarbamate ClC1=CC=C2C(=N1)N(C=C2C=2C(=NC=CC2)N(C(OC(C)(C)C)=O)C)COCC[Si](C)(C)C